N-hydroxy-4-(2-(5-(4-fluoro-2-methylphenyl)-1H-indol-3-yl)acetamido)benzamide ONC(C1=CC=C(C=C1)NC(CC1=CNC2=CC=C(C=C12)C1=C(C=C(C=C1)F)C)=O)=O